2-(4-cyclopropyl-6-methoxy-pyrimidin-5-yl)-5-(methylsulfanylmethyl)-4-[[4-[1-methyl-4-(trifluoromethyl)imidazol-2-yl]phenyl]methoxy]pyrrolo[3,2-d]pyrimidine C1(CC1)C1=NC=NC(=C1C=1N=C(C2=C(N1)C=CN2CSC)OCC2=CC=C(C=C2)C=2N(C=C(N2)C(F)(F)F)C)OC